2,3-Di-O-benzoyl-β-D-erythrofuranosyl trichloroacetimidate ClC(C(O[C@H]1[C@H](OC(C2=CC=CC=C2)=O)[C@H](OC(C2=CC=CC=C2)=O)CO1)=N)(Cl)Cl